O[C@@H]1C[C@H](N(C1)C(=O)OCC1C2=CC=CC=C2C=2C=CC=CC12)C(N[C@@H](C)C1=CC=C(C=C1)C1=C(N=CS1)C)=O (9H-fluoren-9-yl)methyl (2S,4R)-4-hydroxy-2-(((S)-1-(4-(4-methylthiazol-5-yl)phenyl)ethyl)carbamoyl)pyrrolidine-1-carboxylate